5-(2-hexen-6-yloxy)carbonylamino-3-(1-azabicyclo[5.4.0]undec-3-en-4-yl)-benzofuran CC=CCCCOC(=O)NC=1C=CC2=C(C(=CO2)C2=CCN3CCCCC3CC2)C1